4-((2,4-difluorophenyl)ethynyl)-N-((tetrahydro-2H-pyran-4-yl)methyl)benzamide FC1=C(C=CC(=C1)F)C#CC1=CC=C(C(=O)NCC2CCOCC2)C=C1